dimethylsilylene(2,5-dimethyl-cyclopenta[2,3-b]thiophen-4-yl)(cyclopentadienyl)zirconium dichloride [Cl-].[Cl-].C[Si](=[Zr+2](C1C=CC=C1)C1=C(C=C2SC(C=C21)C)C)C